1-[2,6-anhydro-5-deoxy-4-(hydroxymethyl)-α-L-lyxo-hexofuranosyl]-5-methylpyrimidine-2,4(1H,3H)-dione OC[C@]12[C@H]([C@H]([C@@H](O1)N1C(NC(C(=C1)C)=O)=O)OCC2)O